6-chloro-8-(1-chloroethyl)-4-cyclopropyl-2-[(1S)-2-(6-fluoro-2,3-dimethylphenyl)-1-(5-oxo-4H-1,3,4-oxadiazol-2-yl)propyl]-3H-1lambda6,2,4-benzothiadiazine-1,1-dione ClC=1C=C(C2=C(N(CN(S2(=O)=O)[C@@H](C(C)C2=C(C(=CC=C2F)C)C)C=2OC(NN2)=O)C2CC2)C1)C(C)Cl